C(C)S(=O)(=O)N1CCC(CC1)C(C)NC(=O)C=1C=C(C=CC1C)NC1CN(C1)C(=O)[O-] 3-((3-((1-(1-(ethylsulfonyl)piperidin-4-yl)ethyl)carbamoyl)-4-methylphenyl)amino)azetidine-1-carboxylate